C(C)OC=1C=C(CN2CCC(CC2)NS(=O)(=O)C2=CC=C(C=C2)OC(F)(F)F)C=CC1O N-(1-(3-ethoxy-4-hydroxybenzyl)piperidin-4-yl)-4-(trifluoromethoxy)benzene-sulfonamide